(S)-1-(3-(1-amino-1,3-dihydrospiro[inden-2,4'-piperidin]-1'-yl)-6-((2-cyclopropylpyridin-4-yl)thio)-5-methylpyrazin-2-yl)cyclopropan-1-ol N[C@@H]1C2=CC=CC=C2CC12CCN(CC2)C=2C(=NC(=C(N2)C)SC2=CC(=NC=C2)C2CC2)C2(CC2)O